2-acetyl-3-oxo-7-(trifluoromethyl)-2,3-dihydro-1H-isoindole-5-carboxaldehyde C(C)(=O)N1CC2=C(C=C(C=C2C1=O)C=O)C(F)(F)F